C(=C)C=1N=C(N2N=C(N=CC21)SC)C2(CCC2)CC 5-ethenyl-7-(1-ethylcyclobutyl)-2-(methylsulfanyl)imidazo[4,3-f][1,2,4]triazine